S1C=NC2=C1CC=1C=CC(=CC12)O 8H-indeno[1,2-d]thiazol-5-ol